CCCCCC/C=C\\CCCCCCCCCC(=O)[O-] The molecule is a vaccenate(1-) that is the conjugate base of cis-vaccenic acid, arising from deprotonation of the carboxylic acid group. It is a vaccenate(1-) and an octadecenoate. It is a conjugate base of a cis-vaccenic acid.